(2S)-2-amino-N-[3-(2,6-difluorobenzoyl)-5,6,7,8-tetrahydro-4H-cyclohepta[b]thien-2-yl]propionamide N[C@H](C(=O)NC1=C(C2=C(S1)CCCCC2)C(C2=C(C=CC=C2F)F)=O)C